3-[1-[3-(dimethylamino)propyl]-5-methoxy-1H-indole-3-yl]-4-(1H-indole-3-yl)-1H-pyrrole CN(CCCN1C=C(C2=CC(=CC=C12)OC)C1=CNC=C1C1=CNC2=CC=CC=C12)C